O,O-Diethyl hydrogen phosphorodithioate P(OCC)(OCC)(=S)S